2-chloro-N-(5-chloro-4-((4-chlorophenyl)(cyano)methyl)-2-methylphenyl)benzamide ClC1=C(C(=O)NC2=C(C=C(C(=C2)Cl)C(C#N)C2=CC=C(C=C2)Cl)C)C=CC=C1